C(C)C(C(C(=O)[O-])(S(=O)(=O)O)CCCCCC)(C(=O)[O-])CC Diethylhexyl-Sulfosuccinate